aluminum-silicon-oxide [Si]=O.[Al]